ClC=1C(N(N=CC1NC[C@@H]1COCCC1)C1=CC=C(C=C1)OC1CCNCC1)=O 4-chloro-2-[4-(4-piperidyloxy)phenyl]-5-[[(3R)-tetrahydropyran-3-yl]methylamino]pyridazin-3-one